CN1CCN(CC1)C1=CC=C(C=N1)C=1N=CC=2N(C1)C(=CN2)C=2C=C(C=CC2)O 3-[6-[6-(4-methylpiperazin-1-yl)-3-pyridyl]imidazo[1,2-a]pyrazin-3-yl]phenol